C(#N)CP(OCCCCC)(OCCCCC)=O dipentyl cyanomethylphosphonate